BrC1=CC(=C(C(=C1)F)C1C(C1)C(=O)OCC)F Ethyl 2-(4-bromo-2,6-difluoro-phenyl)-cyclopropanecarboxylate